C12CNCC(CC1)N2C=2SC=1CN(CCC1N2)C(=O)C2(CC2)C2=CC=CC=C2 (2-(3,8-diazabicyclo[3.2.1]octan-8-yl)-6,7-dihydrothiazolo[5,4-c]pyridin-5(4H)-yl)(1-phenylcyclopropyl)methanone